rac-(3aR,6aR)-5-[4-methyl-2-(trifluoromethyl)pyrimidin-5-yl]sulfonyl-2-(2-oxaspiro[3.3]heptan-6-yl)-1,3,3a,4,6,6a-hexahydropyrrolo[3,4-c]pyrrole CC1=NC(=NC=C1S(=O)(=O)N1C[C@@H]2[C@@H](C1)CN(C2)C2CC1(COC1)C2)C(F)(F)F |r|